3,4,5-tris(isooctyloxy)-benzoic acid C(CCCCC(C)C)OC=1C=C(C(=O)O)C=C(C1OCCCCCC(C)C)OCCCCCC(C)C